8-bromo-2-mercapto-6-methyl-4H-pyrano[2,3-c]pyridin-4-one BrC=1N=C(C=C2C1OC(=CC2=O)S)C